2-[(5-chloropyridin-2-yl)methyl]-4-fluoro-2,3-dihydro-1H-isoindol-1-one ClC=1C=CC(=NC1)CN1C(C2=CC=CC(=C2C1)F)=O